ClC=1C(=C2C(=C(N=C(C2=CN1)N1CC2CCC(C1)N2C(=O)OC(C)(C)C)C)C(F)(F)F)F tert-butyl 3-[6-chloro-5-fluoro-3-methyl-4-(trifluoromethyl)-2,7-naphthyridin-1-yl]-3,8-diazabicyclo[3.2.1]octane-8-carboxylate